(S)-3-(1-hydroxypropan-2-yl)-8-(1H-1,2,4-triazol-1-yl)-6-(6-(trifluoromethyl)pyridin-3-yl)pyrido[3,4-d]pyrimidin-4(3H)-one OC[C@H](C)N1C=NC2=C(C1=O)C=C(N=C2N2N=CN=C2)C=2C=NC(=CC2)C(F)(F)F